[Na].C(CCC)C1=C(C2=CC=CC=C2C=C1)CCCC dibutylnaphthalene sodium